2-(1H-imidazol-1-yl)ethyl methanesulfonate CS(=O)(=O)OCCN1C=NC=C1